BrC1=CC=C(C=C1)C1C(C(CC(C1)OCC(CCl)(C)CO)C(NC1=C(C=C(C=C1)C(F)(F)F)F)=O)C(=O)O 2-(4-bromophenyl)-4-(3-chloro-2-(hydroxymethyl)-2-methylpropoxy)-6-((2-fluoro-4-(trifluoromethyl)phenyl)carbamoyl)cyclohexane-1-carboxylic acid